ClC1=NNC2=CC=C(C(=C12)C1=C(C(=NC2=CC=CC=C12)N1CC2(CN(C2)C(=O)OC(C)(C)C)CC1)C#N)C tert-butyl 6-(4-(3-chloro-5-methyl-1H-indazol-4-yl)-3-cyanoquinolin-2-yl)-2,6-diazaspiro[3.4]octane-2-carboxylate